C(C)C1=C(C=C(C=C1)C(=O)OC)S(=O)(=O)NC1=C(C=CC(=C1)C(F)(F)F)C1CN(CCC1)C(=O)OC(C)(C)C tert-butyl 3-(2-(2-ethyl-5-(methoxycarbonyl)phenylsulfonamido)-4-(trifluoromethyl)phenyl)piperidine-1-carboxylate